(R)-(3-(difluoromethyl)-1-methyl-1H-pyrazol-5-yl)(4-(4-methoxypyrazolo[1,5-a]pyridin-2-yl)-6,7-dihydro-1H-imidazo[4,5-c]pyridin-5(4H)-yl)methanone FC(C1=NN(C(=C1)C(=O)N1[C@H](C2=C(CC1)NC=N2)C2=NN1C(C(=CC=C1)OC)=C2)C)F